CS(=O)(=O)C1=CC=C(C=C1)SC1=C(N=NN1)C(=O)O 5-((4-(methylsulfonyl)phenyl)thio)-1H-1,2,3-triazole-4-carboxylic acid